tert-butyl 4-[(3-bromophenyl)methyl]piperazine-1-carboxylate BrC=1C=C(C=CC1)CN1CCN(CC1)C(=O)OC(C)(C)C